5-(4-(2,3-dimethylphenyl)piperidin-1-yl)-2-((2,5-dimethylphenyl)sulfonamido)benzoic acid CC1=C(C=CC=C1C)C1CCN(CC1)C=1C=CC(=C(C(=O)O)C1)NS(=O)(=O)C1=C(C=CC(=C1)C)C